2-(8-([1,1'-biphenyl]-4-yl)-6-phenyldibenzo[b,d]thiophen-4-yl)-4,4,5,5-tetramethyl-1,3,2-dioxaborolane C1(=CC=C(C=C1)C=1C=C(C2=C(C3=C(S2)C(=CC=C3)B3OC(C(O3)(C)C)(C)C)C1)C1=CC=CC=C1)C1=CC=CC=C1